CCOC(=O)CP(=O)(OCC)OCC Phosphonoacetic acid triethyl ester